C(C)(=O)OCCNCCNCCC[Si](OC)(OC)OC 9-Trimethoxysilyl-3,6-diazanonyl acetate